C1(CC1)C1=C(C(=NO1)C1=C(C=CC=C1Cl)Cl)COC1CCN(CC1)C1=CN=CS1 5-cyclopropyl-3-(2,6-dichlorophenyl)-4-(((1-(thiazol-5-yl)piperidin-4-yl)oxy)methyl)isoxazole